3-methyl-3-[(methylsulfanyl)methyl]azetidine-1-carboxylic acid tert-butyl ester C(C)(C)(C)OC(=O)N1CC(C1)(CSC)C